CN(C)COC(CCCCCCCC=CCCCCCCCCCCCCCCC)=O.C(#N)C=1C=CC(=C(C(=O)NC=2C=NC(=CC2)C2=CC=C(C=C2)F)C1)F 5-cyano-2-fluoro-N-(6-(4-fluorophenyl)pyridin-3-yl)benzamide [(dimethylamino)methyl]pentacos-9-enoate